calcium lanthanum cerium oxide calcium carbonate C([O-])([O-])=O.[Ca+2].[O-2].[Ce+3].[La+3].[Ca+2]